NC1(C2C(C2C(C1)C)C(=O)O)C(=O)O rel-2-amino-4-methylbicyclo[3.1.0]hexane-2,6-dicarboxylic acid